(2S)-1-(2-{2H,3H-[1,4]dioxino[2,3-b]pyridine-7-sulfonyl}-2H,4H,5H,6H-pyrrolo[3,4-c]pyrazol-5-yl)-3-hydroxy-2-phenylpropan-1-one O1CCOC2=NC=C(C=C21)S(=O)(=O)N2N=C1C(=C2)CN(C1)C([C@H](CO)C1=CC=CC=C1)=O